COC(=O)[C@@]1(N(C(C2=CC(=CC=C12)F)=O)CC1=CC=C(C=C1)OC)CC=O |r| rac-5-fluoro-2-[(4-methoxyphenyl)methyl]-3-oxo-1-(2-oxoethyl)isoindoline-1-carboxylic acid methyl ester